[Na].[Na].[Na].[Na].C(CO)O ethylene glycol tetrasodium